4-[4-(4-benzyloxy-2-fluoro-phenyl)piperazin-1-yl]-3,3-difluoro-2,6-dihydropyridine-1-carboxylic acid tert-butyl ester C(C)(C)(C)OC(=O)N1CC(C(=CC1)N1CCN(CC1)C1=C(C=C(C=C1)OCC1=CC=CC=C1)F)(F)F